O[C@]12[C@]([C@@H]([C@H]3NC(O[C@H]31)=O)C3=CC=CC=C3)(OC3=C2C(=CC(=C3)OC)OC)C3=CC=C(C=C3)OC |r| rac-(3aR,4R,4aR,9bS,9cR)-9b-hydroxy-7,9-dimethoxy-4a-(4-methoxyphenyl)-4-phenyl-3,3a,4,4a,9b,9c-hexahydro-2H-benzofuro[3',2':3,4]cyclopenta[1,2-d]oxazol-2-one